5-chloro-1-methyl-N-[(1S)-1-phenylethyl]pyrazolo[3,4-c]pyridazin-3-amine ClC=1C=C2C(=NN1)N(N=C2N[C@@H](C)C2=CC=CC=C2)C